CS(=O)(=O)OC1COCC1OS(=O)(=O)C tetrahydrofuran-3,4-diyl dimethanesulfonate